4,4''-di(9'H-[9,3':6',9''-tercarbazol]-9'-yl)-5'-(2,6-dimethylpyridin-3-yl)-[1,1':3',1''-terphenyl]-2'-carbonitrile C1=CC=CC=2C3=CC=CC=C3N(C12)C=1C=CC=2N(C3=CC=C(C=C3C2C1)N1C2=CC=CC=C2C=2C=CC=CC12)C1=CC=C(C=C1)C1=C(C(=CC(=C1)C=1C(=NC(=CC1)C)C)C1=CC=C(C=C1)N1C2=CC=C(C=C2C=2C=C(C=CC12)N1C2=CC=CC=C2C=2C=CC=CC12)N1C2=CC=CC=C2C=2C=CC=CC12)C#N